(R)-8-((1-methoxypropan-2-yl)amino)-2-(methylsulfanyl)pyrido[3,4-d]pyrimidine-6-carbonitrile COC[C@@H](C)NC1=NC(=CC2=C1N=C(N=C2)SC)C#N